CCC(CC)=O pentan-3-one